4-bromo-3-(3-methylpyridin-2-yl)benzonitrile BrC1=C(C=C(C#N)C=C1)C1=NC=CC=C1C